C1(CC1)N1CCN(CC1)C=1C=NC(=CC1)[N+](=O)[O-] Cyclopropyl-4-(6-nitropyridin-3-yl)piperazine